octapropyleneglycol bis(1,1,2,2-tetrafluoro-n-butyl) ether FC(C(CC)(F)F)(F)OC(C)COC(C)COC(C)COC(C)COC(C)COC(C)COC(C)COC(C)COC(C(CC)(F)F)(F)F